FC1(C2=CC=CC=C2C=2C=CC(=CC12)C(=O)NCC(=O)N1[C@H]2C[C@]2(C[C@H]1C(=O)OCC)C)F ethyl (1S,3S,5S)-2-{2-[(9,9-difluorofluoren-2-yl)formamido]acetyl}-5-methyl-2-azabicyclo[3.1.0]hexane-3-carboxylate